N,N-dimethyl-α-phenylbenzeneacetamide CN(C(C(C1=CC=CC=C1)C1=CC=CC=C1)=O)C